3-(2-fluorobenzyl)-5-methyl-7-((6-nitropyridin-2-yl)oxy)-3,5-dihydro-4H-pyridazino[4,5-b]indol-4-one FC1=C(CN2N=CC3=C(N(C=4C=C(C=CC34)OC3=NC(=CC=C3)[N+](=O)[O-])C)C2=O)C=CC=C1